7-((S)-1-{4-[(S)-1-(4-Acryloyl-piperazin-1-yl)-propyl]-phenyl}-ethylamino)-1-ethyl-1H-[1,6]naphthyridin-2-on C(C=C)(=O)N1CCN(CC1)[C@@H](CC)C1=CC=C(C=C1)[C@H](C)NC1=NC=C2C=CC(N(C2=C1)CC)=O